C(OCC=CCCCCC)([O-])=O 2-octenyl carbonate